ClC1=C(C=C(C(=C1)Cl)NC)O 2,4-dichloro-5-methylaminophenol